3-(trifluoromethyl)piperidine-1-carboxylate FC(C1CN(CCC1)C(=O)[O-])(F)F